N-((1r,4r)-4-(3-cyano-3-methylazetidin-1-yl)cyclohexyl)-5-(1H-imidazol-1-yl)-1H-pyrazolo[3,4-c]pyridine-7-carboxamide C(#N)C1(CN(C1)C1CCC(CC1)NC(=O)C=1N=C(C=C2C1NN=C2)N2C=NC=C2)C